C(C)OC(C(C)(NC1=CC=CC=C1)C#N)=O 2-cyano-2-(phenylamino)propionic acid ethyl ester